[CH-]1C=CC2=CC=3CCCC3C=C12 1,5,6,7-tetrahydro-s-indacene-1-ide